C(CCCCCCCCCCCCCC)(=O)N[C@@H]1CN(CC1)C(=O)C1=CC=C(C(=O)N2C[C@H]([C@@H](C2)C(=O)N[C@@H]2[C@H](C2)C2=CC=CC=C2)C(=O)N[C@@H]2[C@H](C2)C2=CC=CC=C2)C=C1 (3S,4S)-1-(4-((S)-3-pentadecanamidopyrrolidine-1-carbonyl)benzoyl)-N3,N4-bis((1S,2R)-2-phenylcyclopropyl)pyrrolidine-3,4-dicarboxamide